2-((2,6-dichloropyrimidin-4-yl)amino)ethan-1-ol ClC1=NC(=CC(=N1)NCCO)Cl